N-aminoethyl-3-aminopropyl-methyl-diethoxysilane Methyl-(2-amino-2-methylpropyl)(1-(3,5-dichlorophenyl)cyclopropyl)-Carbamat COC(N(C1(CC1)C1=CC(=CC(=C1)Cl)Cl)CC(C)(C)N)=O.NCCNCCC[Si](OCC)(OCC)C